ClC1=CC2=C(N(C(N(C2=O)CC2=CC=C(C=C2)OC)=O)C=2C(=NC=CC2SC)C(C)C)N=C1Cl 6,7-dichloro-1-(2-isopropyl-4-(methylthio)pyridin-3-yl)-3-(4-methoxybenzyl)pyrido[2,3-D]pyrimidine-2,4(1H,3H)-dione